2'-(4,5-Dimethyl-1H-imidazol-2-yl)-5-[(4aR,8aS)-octahydroisoquinolin-2(1H)-ylcarbonyl]-3,4'-bipyridine trifluoroacetate salt FC(C(=O)O)(F)F.CC=1N=C(NC1C)C1=NC=CC(=C1)C=1C=NC=C(C1)C(=O)N1C[C@H]2CCCC[C@@H]2CC1